4-methyl-2,6-diazabicyclo[3.2.0]Heptane-2-carboxylic acid tert-butyl ester C(C)(C)(C)OC(=O)N1C2CNC2C(C1)C